NC=1C2=C(N=CN1)N(C=C2C#CC2=C(C=CC=C2OCCC)F)[C@@H]2O[C@@H]([C@H]([C@H]2O)O)CNS(N)(=O)=O 4-amino-7-[(2R,3R,4S,5R)-3,4-dihydroxy-5-[(sulfamoylamino)methyl]tetrahydrofuran-2-yl]-5-[2-(2-fluoro-6-propoxyphenyl)ethynyl]pyrrolo[2,3-d]pyrimidine